((2R,5S)-2-(4-(1H-pyrazol-4-yl)phenyl)-5-methylpiperidin-1-yl)-N-(6-amino-5-methylpyridin-3-yl)-2-oxoacetamide N1N=CC(=C1)C1=CC=C(C=C1)[C@@H]1N(C[C@H](CC1)C)C(C(=O)NC=1C=NC(=C(C1)C)N)=O